ClC1=CC(=C(C=C1)C1(OC2=C(O1)C=CC=C2C2CCN(CC2)CC(N)=N)C)F 2-(4-(2-(4-chloro-2-fluorophenyl)-2-methylbenzo[d][1,3]dioxol-4-yl)piperidin-1-yl)acetimidamide